NCCC(C[Si](OC)(OC)OC)CN β-(aminoethyl)-γ-aminopropyltrimethoxysilane